COC(=O)C1=CC=C2C(=CNC2=C1)C1=CC(=CC=C1)C#N 3-(3-cyanophenyl)-1H-indole-6-carboxylic acid methyl ester